2-(3-(aminomethyl)-1-(1-(cis-4-isopropylcyclohexyl) piperidin-4-yl)-1H-indol-2-yl)ethyl sulfamate S(N)(OCCC=1N(C2=CC=CC=C2C1CN)C1CCN(CC1)[C@@H]1CC[C@@H](CC1)C(C)C)(=O)=O